4-oxo-caprylic acid O=C(CCC(=O)O)CCCC